3-(1,3-dioxane-2-yl)-3-ethylsulfonylpyridine-2-carboxylate O1C(OCCC1)C1(C(N=CC=C1)C(=O)[O-])S(=O)(=O)CC